2-((2S)-4-(9-chloro-10-(2-fluoro-6-hydroxyphenyl)-5-oxo-3,5-dihydro-2H-[1,4]oxazino[2,3,4-ij]quinazolin-7-yl)-1-(2-fluoroacryloyl)piperazin-2-yl)acetonitrile ClC=1C=C2C(=NC(N3C2=C(C1C1=C(C=CC=C1O)F)OCC3)=O)N3C[C@@H](N(CC3)C(C(=C)F)=O)CC#N